di-benzyl-N,N-dimethyl-N-propylammonium chloride [Cl-].C(C1=CC=CC=C1)C(CC)([NH+](C)C)CC1=CC=CC=C1